COC=1C=C(C(CN)OC)C=C(C1OC)OC 3,4,5,β-tetramethoxyphenethylamine